C(C)(C)(C)OC(=O)N1CC2(C1)CC(C2)C=O tert-butyl-6-formyl-2-azaspiro[3.3]heptane-2-carboxylate